nonacen-6-ol C1=CC=CC2=CC3=C(C4=CC5=CC6=CC7=CC8=CC9=CC=CC=C9C=C8C=C7C=C6C=C5C=C4C=C3C=C12)O